3-(2-methylpyrimidin-5-yl)-3-(5-(3-((S)-1,2,3,4-tetrahydro-1,8-naphthyridin-2-yl)propyl)-1H-pyrazol-1-yl)propionic acid CC1=NC=C(C=N1)C(CC(=O)O)N1N=CC=C1CCC[C@@H]1NC2=NC=CC=C2CC1